CC1=NC2=C(C=N1)N=CC=C2 METHYLPYRIDOPYRIMIDINE